1-methyl-1-[(1S)-1-(4-pyridyl)ethyl]-3-[(3RS)-tetrahydrofuran-3-yl]urea CN(C(=O)N[C@H]1COCC1)[C@@H](C)C1=CC=NC=C1 |&1:5|